Ethyl (2S)-2-[[(2R)-4-[5-[bis(2-chloroethyl)amino]-1-methyl-benzimidazol-2-yl]-2-(tert-butoxycarbonylamino)butanoyl]amino]-4-methyl-pentanoate ClCCN(C1=CC2=C(N(C(=N2)CC[C@H](C(=O)N[C@H](C(=O)OCC)CC(C)C)NC(=O)OC(C)(C)C)C)C=C1)CCCl